C(CCC)C=1N=C(NC1C)C1=C(C=CC(=C1)C)O 4-butyl-(2-hydroxy-5-methylphenyl)-5-methylimidazole